2-(2,2-Difluoroethoxy)-5-fluoro-N-(2-fluoro-5-(5-(furan-2-yl)-1,3,4-oxadiazol-2-yl)phenyl)benzamide FC(COC1=C(C(=O)NC2=C(C=CC(=C2)C=2OC(=NN2)C=2OC=CC2)F)C=C(C=C1)F)F